ClC1=CC(=C(C=C1)/C=C/C(=O)N1N(CCC[C@H]1C(N[C@H](C(=O)OC)C[C@H]1C(NCC1)=O)=O)C(=O)OCC1=CC=CC=C1)F Benzyl (3S)-2-[(E)-3-(4-chloro-2-fluoro-phenyl) prop-2-enoyl]-3-[[(1S)-2-methoxy-2-oxo-1-[[(3S)-2-oxopyrrolidin-3-yl]methyl]ethyl]carbamoyl]hexahydropyridazine-1-carboxylate